Cl.O1C(=CC=C1)CC1=CC2=NC=CC(=C2S1)N [(furan-2-yl)methyl]thieno[3,2-b]pyridin-7-amine hydrochloride